ClC1=C(C=C(C=C1)[C@@]1(CN2[C@H](CO1)CN(CC2)C(=O)C2=C(C(=CC=C2)OC)Cl)O)F [(3R,9aS)-3-(4-Chloro-3-fluorophenyl)-3-hydroxy-1,4,6,7,9,9a-hexahydropyrazino[2,1-c][1,4]oxazin-8-yl]-(2-chloro-3-methoxyphenyl)methanon